C(C)(C)(C)OC(COCCN1[C@H](CN(C[C@H]1C)C1=NC=C(C(=O)OC)C=C1)C)=O methyl 6-((3S,5R)-4-(2-(2-(tert-butoxy)-2-oxoethoxy)ethyl)-3,5-dimethylpiperazin-1-yl)nicotinate